2-chloro-N-(1-methylcyclopropyl)-4-oxo-3H-thieno[2,3-d]pyrimidine-6-sulfonamide ClC=1NC(C2=C(N1)SC(=C2)S(=O)(=O)NC2(CC2)C)=O